1-palmitoyl-2-(10,12-tricosadiynoyl)-sn-glycero-3-phosphoethanolamine C(CCCCCCCCCCCCCCC)(=O)OC[C@@H](OC(CCCCCCCCC#CC#CCCCCCCCCCC)=O)COP(=O)(O)OCCN